C(=O)O.C(=O)O.F[C@H]1C(NC(C[C@H]1NC1=CC=C(N=N1)C1=NC=C(C=C1O)C1=NC=NC(=C1)OC([2H])([2H])[2H])(C)C)(C)C 2-(6-{[(3R,4R)-3-fluoro-2,2,6,6-tetramethylpiperidin-4-yl]amino}pyridazin-3-yl)-5-{6-[(2H3)methyloxy]pyrimidin-4-yl}pyridin-3-ol diformate